NC(C(O)C1=CC=CC=C1)CO (+)-2-amino-1-phenyl-1,3-propanediol